3-(2-oxo-3-vinyl-benzo[ctZ]indol-1-yl)piperidine-2,6-dione O=C1N(C2=CC=C3CC2=C1C(=C3)C=C)C3C(NC(CC3)=O)=O